(rac)-((1s,3s)-3-Hydroxy-3-methylcyclobutyl)(6-(3-methyl-4-(trifluoromethyl)benzyl)-2-azaspiro[3.4]octan-2-yl)methanone OC1(CC(C1)C(=O)N1CC2(C1)C[C@H](CC2)CC2=CC(=C(C=C2)C(F)(F)F)C)C |r|